2-methyl-2-(3-(3-(morpholine-4-carbonyl)phenoxy)phenyl)propanoic acid CC(C(=O)O)(C)C1=CC(=CC=C1)OC1=CC(=CC=C1)C(=O)N1CCOCC1